C1(CC1)OC1=CC=NC=C1C(=O)NC1=CC(=C(C(=C1)F)OC1=CC=NC2=CC(=C(C=C12)O[C@H](CO)C)OC)F (S)-4-cyclopropoxy-N-(3,5-difluoro-4-((6-((1-hydroxy-prop-2-yl)oxy)-7-methoxyquinolin-4-yl)oxy)phenyl)nicotinamide